2-((1-(cyclopropylmethyl)-3-(trifluoromethyl)-1H-pyrazol-5-yl)sulfonyl)-6-((tetrahydro-2H-pyran-4-yl)methyl)-2,6-diazaspiro[3.3]heptane C1(CC1)CN1N=C(C=C1S(=O)(=O)N1CC2(C1)CN(C2)CC2CCOCC2)C(F)(F)F